(S)-2-(1-(3-chloro-5-methylphenyl)-1H-pyrazol-4-yl)-N-(3-cyclopropyl-1H-pyrazol-5-yl)propanamide ClC=1C=C(C=C(C1)C)N1N=CC(=C1)[C@@H](C(=O)NC1=CC(=NN1)C1CC1)C